N-[3-[5-(5-cyano-3-pyridyl)-1H-pyrrolo[2,3-b]pyridine-3-carbonyl]-2-fluoro-phenyl]pyrrolidine C(#N)C=1C=C(C=NC1)C=1C=C2C(=NC1)NC=C2C(=O)C=2C(=C(C=CC2)N2CCCC2)F